Rac-(2R,4R,5R)-2-(((tert-butyldiphenylsilyl)oxy)methyl)-5-fluorotetrahydro-2H-pyran-4-amine [Si](C1=CC=CC=C1)(C1=CC=CC=C1)(C(C)(C)C)OC[C@@H]1OC[C@@H]([C@@H](C1)N)F |r|